C1(=CC=CC=C1)CS(=O)(=O)OC1=C(OC(C1=O)([2H])C1=C(C(=CC=C1)F)F)N 2-amino-5-(2,3-difluorophenyl)-4-oxo-4,5-dihydrofuran-3-yl-5-d phenylmethanesulfonate